C(C1=CC=CC=C1)OC([C@H]([C@@H](C)OCC1=CC=CC=C1)NC1CN(C2(CN(C2=O)CC2=CC=C(C=C2)OC)C1)C(=O)OC(C)(C)C)=O Tert-Butyl 7-(((2S,3R)-1,3-bis(benzyloxy)-1-oxobutan-2-yl)amino)-2-(4-methoxybenzyl)-1-oxo-2,5-diazaspiro[3.4]octane-5-carboxylate